(4E,6Z)-N-(5-ethyl-5-methyl-2-oxofuran-3-yl)-8-(3-heptyloxiran-2-yl)-3-hydroxyocta-4,6-dienamide C(C)C1(C=C(C(O1)=O)NC(CC(\C=C\C=C/CC1OC1CCCCCCC)O)=O)C